7-Fluoro-6-(1-(8-(2-methoxyethyl)-8-azabicyclo[3.2.1]octan-3-yl)piperidin-4-yl)-1-methyl-2-(4-(methylsulfonyl)phenyl)-1H-benzo[d]imidazol FC1=C(C=CC2=C1N(C(=N2)C2=CC=C(C=C2)S(=O)(=O)C)C)C2CCN(CC2)C2CC1CCC(C2)N1CCOC